2-(2,2-difluoro-1-methyl-ethoxy)-N-[(2,4-dimethoxyphenyl)methyl]-6-[6-[(6-methylpyridazin-3-yl)amino]benzimidazol-1-yl]pyridine-3-carboxamide FC(C(OC1=NC(=CC=C1C(=O)NCC1=C(C=C(C=C1)OC)OC)N1C=NC2=C1C=C(C=C2)NC=2N=NC(=CC2)C)C)F